C(C)OC=1C(=C(C=CC1)C(=C)C)OCC 2-(diethoxyphenyl)propylene